CC(C(CC(=O)OC)=O)(C)NC(C1=NC=CC=C1)=O Methyl 4-methyl-3-oxo-4-(picolinamido)pentanoate